3-((S)-3-((R)-8-(1-ethyl-6-fluoro-4-oxo-1,4-dihydroquinolin-3-ylsulfonyl)-1-oxa-8-azaspiro[4.5]decan-3-ylamino)-2-hydroxypropoxy)-N-methylbenzenesulfonamide C(C)N1C=C(C(C2=CC(=CC=C12)F)=O)S(=O)(=O)N1CCC2(C[C@H](CO2)NC[C@@H](COC=2C=C(C=CC2)S(=O)(=O)NC)O)CC1